C(C1=CC=CC=C1)SC=1C=C(C=2N(C1)C(=CN2)C=2SC(=NN2)C(F)F)F 2-[6-(benzylsulfanyl)-8-fluoroimidazo[1,2-a]pyridin-3-yl]-5-(difluoromethyl)-1,3,4-thiadiazole